FC1=CC=C(C=C1)[C@@H]1N(CCC2=CC=CC=C12)C(=O)NC1CC(C1)(C)NC(OC(C)(C)C)=O tert-butyl (cis-3-((S)-1-(4-fluorophenyl)-1,2,3,4-tetrahydroisoquinoline-2-carboxamido)-1-methylcyclobutyl)carbamate